1-(6-amino-4-methylpyridin-3-yl)-7-(5,7-dihydro-6H-pyrrolo[3,4-b]-pyridin-6-yl)-6-fluoro-4-oxo-1,4-dihydroquinoline-3-carboxylic acid TFA salt OC(=O)C(F)(F)F.NC1=CC(=C(C=N1)N1C=C(C(C2=CC(=C(C=C12)N1CC2=NC=CC=C2C1)F)=O)C(=O)O)C